methyl-phenyl-pentenal CC(=C(C=O)C1=CC=CC=C1)CC